FC=1C=C(CC2=CC(=NC=C2)N2N=C(C(=N2)C(=O)N)C)C=C(C1)C(F)(F)F 2-(4-(3-fluoro-5-(trifluoromethyl)benzyl)pyridin-2-yl)-5-methyl-2H-1,2,3-triazole-4-carboxamide